FC(C1CO1)(F)F 2-(trifluoromethyl) ethylene oxide